FC1=C(C(=CC=C1)OCC1=CC=C(C=C1)OC)C1=CC(=NN1)N 5-(2-fluoro-6-((4-methoxybenzyl)oxy)phenyl)-1H-pyrazol-3-amine